(2-fluoro-4-nitrophenyloxy)-6,7-dimethoxyquinoline FC1=C(C=CC(=C1)[N+](=O)[O-])OC1=NC2=CC(=C(C=C2C=C1)OC)OC